N-(6-(1,4-dioxaspiro[4.5]decan-8-yl)thiazolo[4,5-b]pyrazin-2-yl)-4-(2-methoxyphenyl)-6-methylnicotinamide O1CCOC12CCC(CC2)C=2N=C1C(=NC2)N=C(S1)NC(C1=CN=C(C=C1C1=C(C=CC=C1)OC)C)=O